C(C)N1N=CC(=C1)C=1C=NC=NC1 5-(1-ethyl-1H-pyrazol-4-yl)pyrimidin